ClC=1C(=NOC1N1C(O[C@]2(C1)C[C@@](CCC2)(C)CN2C=NC1=C2C=C(C=C1)C#N)=O)C(C)(C)C#N 1-(((5S,7S)-3-(4-chloro-3-(2-cyanopropan-2-yl)isoxazol-5-yl)-7-methyl-2-oxo-1-oxa-3-azaspiro[4.5]decan-7-yl)methyl)-1H-benzo[d]imidazole-6-carbonitrile